(S)-methyl 2-(tert-butoxycarbonylamino)-3-(isoquinolin-6-yl)propanoate C(C)(C)(C)OC(=O)N[C@H](C(=O)OC)CC=1C=C2C=CN=CC2=CC1